4-bromo-5-methyl-1H-pyrazole BrC=1C=NNC1C